C1=CC=CC=2C3=CC=CC=C3N(C12)C=1C=C(C=C(C1)O)O 5-(9H-carbazol-9-yl)benzene-1,3-diol